C1=CC=CC=2C3=CC=CC=C3C(C12)CNC(=O)C=1C(NC(=CC1)C(F)(F)F)=O N-((9H-fluoren-9-yl)methyl)-2-oxo-6-(trifluoromethyl)-1,2-dihydropyridine-3-carboxamide